C(CCC)C(COC(C(CCCCCCCC(CCCCCCCCC(=O)OCC(CCCCCC)CCCC)N(C(C(CCCCCCC)F)=O)CCCN1CCCC1)(CC(CCCCCC)CCCC)CC(CCCCCC)CCCC)=O)CCCCCC Bis(2-butyloctyl)10-(2-fluoro-N-(3-(pyrrolidin-1-yl)propyl)nonanamido)nonadecanedioic acid bis(2-butyloctyl) ester